1-bromo-4-(prop-2-yn-1-yloxy)benzene BrC1=CC=C(C=C1)OCC#C